FC([C@](CC(=O)N[C@@H](C)C1=CC(=CC=C1)OC(F)(F)F)(C)O)(C(F)F)F (R)-4,4,5,5-tetrafluoro-3-hydroxy-3-methyl-N-((S)-1-(3-(trifluoromethoxy)phenyl)ethyl)pentanamide